NC1=NC(=C(C=2N1C(N(N2)CC2=NC=C(C=C2)C)=O)C2=CC(=NC(=C2)OC)CO)C2=CC=C(C=C2)F 5-amino-7-(4-fluorophenyl)-8-[2-(hydroxymethyl)-6-methoxy-4-pyridyl]-2-[(5-methyl-2-pyridyl)methyl]-[1,2,4]triazolo[4,3-c]pyrimidin-3-one